ClC1=C(C(=CC=C1)F)N1C=2N(C3=C(C1=O)C=NC(=N3)NC3=CC=C1C4(CN(CC1=C3)C(C)C)CC4)CCN2 6-(2-Chloro-6-fluorophenyl)-2-((2'-isopropyl-2',3'-dihydro-1'H-spiro(cyclopropane-1,4'-isoquinolin)-7'-yl)amino)-8,9-dihydroimidazo[1,2-a]pyrimido[5,4-e]pyrimidin-5(6H)-one